Bis-ethynyl(ethyl)phosphine oxide C(#C)P(CC)(C#C)=O